FC(C=1C(=NC(N([C@H]2[C@H](O)[C@H](O)[C@@H](CO)O2)C1)=O)N)(F)F 5-trifluoromethylcytidine